cis-cyclopropyl-3-methyl-5-[8-(trifluoromethyl)-5-quinolinyl]piperidine-1-carboxamide 3-azabicyclo[3.1.0]hexane-3-carboxylate C12CN(CC2C1)C(=O)O.C1(CC1)C1N(CC(CC1C)C1=C2C=CC=NC2=C(C=C1)C(F)(F)F)C(=O)N